BrC=1C(=NC(=NC1)NC1=CC(=C2C=NNC2=C1)C)NC1=C(C=CC=C1)CS(=O)(=O)N (2-((5-bromo-2-((4-methyl-1H-indazol-6-yl)amino)pyrimidine-4-yl)amino)phenyl)methylsulfonamide